FC1=C(C#N)C=C(C=C1)N1C=C(C=2C(C(C(CC12)(C)C)F)O)C(F)(F)F 2-fluoro-5-(5-fluoro-4-hydroxy-6,6-dimethyl-3-(trifluoromethyl)-4,5,6,7-tetrahydro-1H-indol-1-yl)benzonitrile